methyl N-[5-[5-[cyanomethyl-(4-fluoro-3-methoxy-phenyl)carbamoyl]pyrazolo[1,5-a]pyridin-3-yl]-2-pyridyl]carbamate C(#N)CN(C(=O)C1=CC=2N(C=C1)N=CC2C=2C=CC(=NC2)NC(OC)=O)C2=CC(=C(C=C2)F)OC